5-acetyl-1,1,2,3,3,6-hexamethyl-indan C(C)(=O)C=1C=C2C(C(C(C2=CC1C)(C)C)C)(C)C